NC=1C=C(C(=O)NC2=CC=C(C=C2)S(NC2=CC=CC=C2)(=O)=O)C=CC1C 3-amino-4-methyl-N-(4-(N-phenylsulfamoyl)phenyl)benzamide